tetraoctyl-phosphonium hydroxide [OH-].C(CCCCCCC)[P+](CCCCCCCC)(CCCCCCCC)CCCCCCCC